tetradecene-7-ene-1,3-diol C(=CC(CCCC=CCCCCCC)O)O